1-(4-(trifluoromethyl)phenoxy)cyclopentanecarboxylic acid methyl ester COC(=O)C1(CCCC1)OC1=CC=C(C=C1)C(F)(F)F